CN1N=CN=C1C=1C=C(C=CC1)N1C=C(C=CC1=O)C(=O)OCC ethyl 1-[3-(2-methyl-1,2,4-triazol-3-yl) phenyl]-6-oxopyridine-3-carboxylate